ClC=1N=C(SC1C(=O)NC[C@H](C(=O)N[C@H]1C2=C(CN3N(C1=O)CCC3)C(=CC=C2)F)C2CC2)C 4-Chloro-N-((R)-2-cyclopropyl-3-(((S)-6-fluoro-11-oxo-2,3,10,11-tetrahydro-1H,5H-benzo[d]pyrazolo[1,2-a][1,2]diazepin-10-yl)amino)-3-oxopropyl)-2-methylthiazol-5-carboxamid